6-(cyclopropanecarboxamido)-4-((3-(5-(diethylcarbamoyl)pyrimidin-2-yl)-2-methoxyphenyl)amino)-N-(methyl-d3)pyridazine-3-carboxamide C1(CC1)C(=O)NC1=CC(=C(N=N1)C(=O)NC([2H])([2H])[2H])NC1=C(C(=CC=C1)C1=NC=C(C=N1)C(N(CC)CC)=O)OC